C(C1=CC=CC=C1)(=O)NC=1C=C2C(=CNC2=CC1)C=1CCN(CC1)CCCCC 5-benzoylamino-3-(1-pentyl-1,2,3,6-tetrahydropyridin-4-yl)-1H-indole